ClC1=C[N+](=CC2=CC=CC(=C12)[N+](=O)[O-])[O-] 4-Chloro-5-nitroisoquinoline 2-oxide